2,2',2''-[10-(2-hydroxypropyl)-1,4,7,10-tetraazacyclododecane-1,4,7-triyl]triacetic acid OC(CN1CCN(CCN(CCN(CC1)CC(=O)O)CC(=O)O)CC(=O)O)C